1,3-di-t-butyl-disiloxane C(C)(C)(C)[SiH2]O[SiH2]C(C)(C)C